3,3'-[(7-benzyl-1,4,7-triazonane-1,4-diyl)bis(methylene)]bis[N-(1,2-dihydroxyethyl)-2-hydroxy-5-methyl-benzamide] C(C1=CC=CC=C1)N1CCN(CCN(CC1)CC=1C(=C(C(=O)NC(CO)O)C=C(C1)C)O)CC=1C(=C(C(=O)NC(CO)O)C=C(C1)C)O